5-ethylbarbituric acid C(C)C1C(NC(NC1=O)=O)=O